FC=1C(=C(C=CC1F)[C@H]1[C@@H](S[C@](C1)(C(F)(F)F)C)C(=O)NC=1C=C(C=CC1)S(=O)(=O)N=[N+]=[N-])OC 3-((2R,3S,5R)-3-(3,4-difluoro-2-methoxyphenyl)-5-methyl-5-(trifluoromethyl)tetrahydrothiophene-2-carboxamido)benzenesulfonyl azide